C1(=CC=CC=C1)P(C1=CC=CC=C1)[C@]1(CCCC2=CC=CC=C12)N (S)-(-)-diphenylphosphinotetralinamine